(E)-2-(2,6-dioxopiperidin-3-yl)-5-(2-(2-(2-(2-((2-(2-(2-methoxypyridin-4-yl)vinyl)quinolin-6-yl)oxy)ethoxy)ethoxy)ethoxy)ethoxy)isoindoline-1,3-dione O=C1NC(CCC1N1C(C2=CC=C(C=C2C1=O)OCCOCCOCCOCCOC=1C=C2C=CC(=NC2=CC1)\C=C\C1=CC(=NC=C1)OC)=O)=O